C1(CC=CCC1)CC(C1(C(O1)(C(=O)O)C(=O)O)C(=O)O)(C)C(=O)O (3-cyclohexenylmethyl)epoxybutanetetracarboxylic acid